[6-({(3S)-1-[(4-Fluorophenyl)acetyl]pyrrolidin-3-yl}amino)-2-methylpyridin-3-yl]boronic acid FC1=CC=C(C=C1)CC(=O)N1C[C@H](CC1)NC1=CC=C(C(=N1)C)B(O)O